C1(CC1)C1=NC2=CC=CC=C2C(=C1/C=C/C(C[C@H](CC(=O)OC)O)=O)C1=CC=C(C=C1)F methyl (3R,6E)-7-[2-cyclopropyl-4-(4-fluorophenyl)-3-quinolinyl]-3-hydroxy-5-oxo-6-heptenoate